2,6-difluoro-N-(4-(5-methyl-2-(trifluoromethyl)oxazol-4-yl)phenyl)benzamide FC1=C(C(=O)NC2=CC=C(C=C2)C=2N=C(OC2C)C(F)(F)F)C(=CC=C1)F